2-bromo-1-[4-(1H-imidazol-1-yl)phenyl]ethanone BrCC(=O)C1=CC=C(C=C1)N1C=NC=C1